C1(CCCCC1)C1=NOC(=N1)[C@@H]1C([C@H]1C1=CC=C(C=C1)S(=O)(=O)N)(C)C 4-[(1S,3S)-3-(3-cyclohexyl-1,2,4-oxadiazol-5-yl)-2,2-dimethylcyclopropyl]benzenesulfonamide